COC(=O)C1=C(C2=NC=CC(=C2S1)C1=CC(=CC(=C1)F)F)Br 3-bromo-7-(3,5-difluorophenyl)thieno[3,2-b]Pyridine-2-carboxylic acid methyl ester